N-(2-(2,6-dioxopiperidin-3-yl)-3-oxoisoindolin-5-yl)-3-methoxybenzenesulfonamide O=C1NC(CCC1N1CC2=CC=C(C=C2C1=O)NS(=O)(=O)C1=CC(=CC=C1)OC)=O